1-Boc-3-Methylaminopyrrolidine C(=O)(OC(C)(C)C)N1CC(CC1)NC